6-Chloro-5-fluoro-5',5'-dimethylspiro[benzo[1,3]oxazine-4,3'-piperidin] ClC=1C=CC2=C(C1F)C1(CNCC(C1)(C)C)N=CO2